ClC1=CN=C(S1)N 5-chlorothiazol-2-amine